OCC1CCC(CC1)N1N=C2C=C(C(=CC2=C1)NC(=O)C=1SC=CN1)C(C)(C)O N-[2-[4-(hydroxymethyl)cyclohexyl]-6-(1-hydroxy-1-methyl-ethyl)indazol-5-yl]thiazole-2-carboxamide